C1(=CCCCC1)C1=C2C=CC=NC2=C(C(=C1)C(NC(CCC)=O)C=1C=NC=CC1)O N-((5-(cyclohex-1-en-1-yl)-8-hydroxyquinolin-7-yl)(pyridin-3-yl)methyl)butyramide